1-(6-(4-benzoylpiperazine-1-carbonyl)spiro[3.3]heptan-2-yl)-3-(4-methoxybenzyl)urea C(C1=CC=CC=C1)(=O)N1CCN(CC1)C(=O)C1CC2(CC(C2)NC(=O)NCC2=CC=C(C=C2)OC)C1